N-(benzo[d]isoxazol-3-yl)-2-methoxybenzenesulfonamide O1N=C(C2=C1C=CC=C2)NS(=O)(=O)C2=C(C=CC=C2)OC